2-Chloro-N-[(dimethylamino)methylene]-5-nitrobenzenesulfonamide ClC1=C(C=C(C=C1)[N+](=O)[O-])S(=O)(=O)N=CN(C)C